4-(2-Oxa-5-azabicyclo[4.1.0]heptan-5-yl)-N-((S)-chroman-4-yl)-8-(3,5-dichlorophenyl)-7-fluoroquinoline-3-carboxamide C12OCCN(C2C1)C1=C(C=NC2=C(C(=CC=C12)F)C1=CC(=CC(=C1)Cl)Cl)C(=O)N[C@H]1CCOC2=CC=CC=C12